C(C1=CC=CC=C1)OC1=C(C=CC(=C1)I)OC(F)F 2-(benzyloxy)-1-(difluoromethoxy)-4-iodobenzene